O=C1C=C(NC=C1)C=1C=NC=CC1 4-oxo-2-(pyridine-3-yl)-1,4-dihydropyridine